3-(2-chloro-6-oxo-1,6-dihydropyridin-3-yl)-1-(4-fluoro-2-methylphenyl)-6-(trifluoromethyl)-2,3-dihydroquinazolin-4(1H)-one ClC=1NC(C=CC1N1CN(C2=CC=C(C=C2C1=O)C(F)(F)F)C1=C(C=C(C=C1)F)C)=O